(nitrilotriacetic acid)-Sodium salt [Na+].N(CC(=O)[O-])(CC(=O)[O-])CC(=O)[O-].[Na+].[Na+]